NC=1N2C(C=3N(C(N(C3N1)CC#CC1=CC=C(C=C1)F)=O)C)=NC(=N2)C=2OC=CC2 5-Amino-3-[3-(4-fluoro-phenyl)-prop-2-ynyl]-8-furan-2-yl-1-methyl-1,3-dihydro[1,2,4]triazolo[5,1-i]purin-2-one